PHENYLGLYCINE NC(C1=CC=CC=C1)C(=O)O